2-((4-(6-((R)-1-(benzo[d]thiazol-2-yl)ethoxy)pyridin-2-yl)piperazin-1-yl)methyl)-1-(((S)-oxetan-2-yl)methyl)-1H-benzo[d]imidazole-6-carboxylic acid S1C(=NC2=C1C=CC=C2)[C@@H](C)OC2=CC=CC(=N2)N2CCN(CC2)CC2=NC1=C(N2C[C@H]2OCC2)C=C(C=C1)C(=O)O